spiro[1,4,7,10,13,16,19,22,26,29,32-undecazabicyclo[32.3.0]heptatriacontane-31,1'-cyclopentane]-2,5,8,11,14,17,20,23,27,30,33-undecone C12(CCCC1)C(NCC(NCCC(NCC(NCC(NCC(NCC(NCC(NCC(NCC(N1CCCC1C(N2)=O)=O)=O)=O)=O)=O)=O)=O)=O)=O)=O